(2-(1-(6,7-dimethoxy-2-oxo-1,2-dihydroquinazolin-4-yl)azetidin-3-yl)ethyl)aminosulfonamide COC=1C=C2C(=NC(NC2=CC1OC)=O)N1CC(C1)CCNS(=O)(=O)N